1-(3-(4-(2,2,2-trifluoro-1-((4-(4-morpholino-7H-pyrrolo[2,3-d]pyrimidin-6-yl)phenyl)amino)ethyl)piperidin-1-yl)azetidin-1-yl)prop-2-en-1-one FC(C(NC1=CC=C(C=C1)C1=CC2=C(N=CN=C2N2CCOCC2)N1)C1CCN(CC1)C1CN(C1)C(C=C)=O)(F)F